[2H]C1=C(C(=C(C(=C1C2=C(C(=C(C(=C2[2H])[2H])N)Cl)[2H])[2H])Cl)N)[2H] 3,3'-dichlorobenzidine-d6